N-phenyl-trifluoroacetimidoyl chloride C1(=CC=CC=C1)N=C(C(F)(F)F)Cl